ClC1=NC=C(C(=N1)C=C)F 2-chloro-5-fluoro-4-vinylpyrimidine